NC(CNCCC(C(C)C)N1CC2(C1)CN(CC2)C=2N=CN=NC2OC2=C(C(=O)N(C(C)C)CC)C=C(C=C2)F)=O 2-((5-(2-(1-((2-amino-2-oxoethyl)amino)-4-methylpentan-3-yl)-2,6-diazaspiro[3.4]octan-6-yl)-1,2,4-triazin-6-yl)oxy)-N-ethyl-5-fluoro-N-isopropylbenzamide